N-methylpyrrole CN1C=CC=C1